NC1=NCN(C=C1F)[C@@H]1O[C@@]([C@H](C1)OCC1=CC=CC=C1)(CO)CC 4-amino-1-((2R,4S,5R)-4-(benzyloxy)-5-ethyl-5-(hydroxymethyl)tetrahydrofuran-2-yl)-5-fluoropyrimidin